C(C)N[C@@H]1CN(CCC1)C1=C2C(=NC=C1)NC=C2C=2C=NN(C2)C (3S)-N-ethyl-1-[3-(1-methylpyrazol-4-yl)-1H-pyrrolo[2,3-b]pyridin-4-yl]piperidin-3-amine